O=C(CC(=O)OC[C@@H](C(=O)OCC)NC(=O)OC(C)(C)C)C (s)-2-((tert-butoxy carbonyl) amino)-3-ethoxy-3-oxopropyl 3-oxobutanoate